C12(CC(C1)C2)C(=O)N2CCN(CC2)C2=C1C=NN(C1=CC(=C2)S(=O)(=O)NC2(CC2)C#N)C=2SC(=NN2)C(F)F 4-(4-(bicyclo[1.1.1]pentane-1-carbonyl)piperazin-1-yl)-N-(1-cyanocyclopropyl)-1-(5-(difluoromethyl)-1,3,4-thiadiazol-2-yl)-1H-indazole-6-sulfonamide